4-methyl-1,3-thiazole-5-carboxamide CC=1N=CSC1C(=O)N